1-(5-(4-(6-carboxy-6-methylheptyl)phenyl)pentyl)cyclopropane C(=O)(O)C(CCCCCC1=CC=C(C=C1)CCCCCC1CC1)(C)C